ClC1=CC(=C(C(=O)C2CCN(CC2)C(=O)OC(C)(C)C)C=C1Cl)O tert-butyl 4-(4,5-dichloro-2-hydroxybenzoyl)piperidine-1-carboxylate